ONC(=O)C=1C=CC2=CN(N=C2C1)CC1=CC=C(C=C1)C1=CC=CC=C1 2-biphenyl-4-ylmethyl-2H-indazole-6-carboxylic acid hydroxyamide